isohexyl-tris-(2-ethoxyethoxy)silane C(CCC(C)C)[Si](OCCOCC)(OCCOCC)OCCOCC